4-(2-(3,10-dimethyl-2,3,4,4a,5,6-hexahydro-1H-pyrazino[1,2-a]quinolin-8-yl)-5-tosyl-5H-pyrrolo[2,3-b]pyrazin-7-yl)-N-methyl-N-(((S)-tetrahydrofuran-3-yl)methyl)benzamide CN1CC2N(C3=C(C=C(C=C3CC2)C=2N=C3C(=NC2)N(C=C3C3=CC=C(C(=O)N(C[C@H]2COCC2)C)C=C3)S(=O)(=O)C3=CC=C(C)C=C3)C)CC1